NS(=NC(CC1=C(C=C(C=C1C(C)C)F)C(C)C)=O)(=O)C1=CC=C(C=C1)C(C)(C)N(C)C N-(amino(4-(2-(dimethylamino)propan-2-yl)phenyl)(oxo)-λ6-sulfaneylidene)-2-(4-fluoro-2,6-diisopropylphenyl)acetamide